N-(4-chlorophenyl)-4-{3-(4-chlorophenyl)-1-[2-(4-morpholinyl)ethyl]ureido}-3-methylbenzamide ClC1=CC=C(C=C1)NC(C1=CC(=C(C=C1)N(C(=O)NC1=CC=C(C=C1)Cl)CCN1CCOCC1)C)=O